ClCC=1C=C(SC1C)[C@@H](CC(=O)OC)C1=C(C2=C(N(N=N2)CC)C=C1)C (S)-Methyl 3-(4-(chloromethyl)-5-methylthiophen-2-yl)-3-(1-ethyl-4-methyl-1H-benzo[d][1,2,3]triazol-5-yl)propanoate